2-(2,4-dimethylcyclohex-3-en-1-yl)-1,3-dioxan-5-one CC1C(CCC(=C1)C)C1OCC(CO1)=O